ClC=1C=CC(=C(C1)[C@H](C(F)(F)F)O)N1N=C(C=C1)C (R)-1-(5-chloro-2-(3-methyl-1H-pyrazol-1-yl)phenyl)-2,2,2-trifluoroethanol